7-[1-(1,2,4-oxadiazol-3-yl)ethyl]-5-(4-phenoxyphenyl)-6-[2-(piperidin-4-yl)ethynyl]-7H-pyrrolo[2,3-d]pyrimidin-4-amine O1N=C(N=C1)C(C)N1C(=C(C2=C1N=CN=C2N)C2=CC=C(C=C2)OC2=CC=CC=C2)C#CC2CCNCC2